Cl.NCC(=O)C=1SC=C(C1)OC 2-amino-1-(4-methoxy-2-thienyl)ethanone hydrochloride